C(N)(=O)NNC(C)=O N-carbamoylaminoacetamide